C1(CC1)S(=O)(=O)NC(C1=CC(=C(C=C1)F)NCC1=C(C=CC=C1C)C)=O N-(cyclopropylsulfonyl)-3-((2,6-dimethylbenzyl)amino)-4-fluorobenzamide